BrC1=C(N=CO1)C1=CC=C(C=C1)F 5-bromo-4-(4-fluorophenyl)-1,3-oxazole